CC1(NC(CC(C1)N1C(CCC1=O)=O)(C)C)C 2,2,6,6-tetramethyl-4-piperidyl-pyrrolidin-2,5-dione